C1NCC12NCCOC2 8-oxa-2,5-diazaspiro[3.5]nonane